NC1=CC=C(C=C1)N1N=C2C(=N1)C=CC(=C2)N 2-(4-aminophenyl)-5-benzotriazoleamine